CN1C(=C2C(=C1C)C(CC2)=O)C(=O)O 2,3-dimethyl-4-oxo-2,4,5,6-tetrahydrocyclopenta[c]pyrrole-1-carboxylic acid